N-(4-(N-(1-(4-methoxy-cyclohexyl)ethyl)sulfamoyl)-2-methyl-phenyl)-2-methyl-benzamide COC1CCC(CC1)C(C)NS(=O)(=O)C1=CC(=C(C=C1)NC(C1=C(C=CC=C1)C)=O)C